NC=1C2=C(N=CN1)N(C(=C2C2=CC=C(C=C2)OC2=NC(=CC=C2)C)C2=CC(=C(C=C2)NC(C=C)=O)F)C N-(4-(4-amino-7-methyl-5-(4-(6-methylpyridin-2-yloxy)phenyl)-7H-pyrrolo[2,3-d]pyrimidin-6-yl)-2-fluorophenyl)acrylamide